Cl.COC(=O)C1=NC=C(N=C1)N1N=C(N=C1[C@H](C)N)C1CC1 5-{5-[(1S)-1-aminoethyl]-3-cyclopropyl-1H-1,2,4-triazol-1-yl}pyrazine-2-carboxylic acid methyl ester hydrochloride